FC=1C=C2C(C=CN3C2=C(C1F)OCC3C(C)C)=O 9,10-difluoro-3-isopropyl-2H-[1,4]oxazino[2,3,4-ij]quinolin-7(3H)-one